CC1=C(C=CC(=C1)C)CCNC(=O)C1=C(N=NC2=CC(=CC=C12)C)OC1=CC(=CC=C1)C(F)(F)F N-[2-(2,4-dimethylphenyl)ethyl]-7-methyl-3-[3-(trifluoromethyl)phenoxy]cinnoline-4-carboxamide